N-(2-hydroxyhexacosanoyl)-eicosasphinganine OC(C(=O)N[C@@H](CO)[C@H](O)CCCCCCCCCCCCCCCCC)CCCCCCCCCCCCCCCCCCCCCCCC